O1CCNCCC1 [1,4]-Oxazepane